C(C)(C)(C)OC(=O)N1C2=C(OCC1)C(=CN=C2)C2=NC(=CC=C2)Cl.C(CCCCCCCCCCC)C2(C(=O)N)CC(C(=O)N)(CC(=C2)O)CCCCCCCCCCCC 1,3-Didodecyl-5-hydroxyisophthalamide tert-butyl-8-(6-chloropyridin-2-yl)-2,3-dihydro-4H-pyrido[4,3-b][1,4]oxazine-4-carboxylate